NC1=CC=2N(C=C1)N=CC2C(=O)N2CC1(C2)CC(C1)N(C(=O)NC=1C=NC=C(C1)C(F)(F)F)C 1-(2-(5-aminopyrazolo[1,5-a]pyridine-3-carbonyl)-2-azaspiro[3.3]heptan-6-yl)-1-methyl-3-(5-(trifluoromethyl)pyridin-3-yl)urea